BrC1=C(C=C(C=C1)C1CCC(CC1)CCC)F 1-bromo-2-fluoro-4-(4-propylcyclohexyl)benzene